N[C@@H]1C2=CC(=CC=C2CC12CCN(CC2)C=2N=CC(=NC2)SC2=C(C1=CN(CN=C1C=C2)CCOC)Cl)O (S)-6-((5-(1-amino-6-hydroxy-1,3-dihydrospiro(indene-2,4'-piperidin)-1'-yl)pyrazin-2-yl)thio)-5-chloro-3-(2-methoxyethyl)quinazolin